S(=O)(=O)(C1=CC=C(C)C=C1)N1C=CC=2C(=CC=CC12)C(=O)[O-] 1-tosyl-1H-indole-4-carboxylate